p-dimethylpyrazine CN1C=CN(C=C1)C